5-chloropyrazine-2-carboxylic acid hydrochloride Cl.ClC=1N=CC(=NC1)C(=O)O